C(C)N1C2=C([C@H]([C@@H](C1=O)NC(C1=CC(=CC=C1)C(F)(F)F)=O)C=1C=C(C=CC1)[C@H](C)NC(OC(C)(C)C)=O)C=NN2C2=CC=CC=C2 |&1:5,6| tert-butyl ((S)-1-(3-(rac-(4R,5S)-7-ethyl-6-oxo-1-phenyl-5-(3-(trifluoromethyl)benzamido)-4,5,6,7-tetrahydro-1H-pyrazolo[3,4-b]pyridin-4-yl)phenyl)ethyl)carbamate